N-BOC-2-(4'-chlorophenyl)-D-glycine C(=O)(OC(C)(C)C)N[C@@H](C(=O)O)C1=CC=C(C=C1)Cl